(R)-5-((2-butyl-1,4-diazepan-1-yl)sulfonyl)isoquinolin-1-ol C(CCC)[C@H]1N(CCCNC1)S(=O)(=O)C1=C2C=CN=C(C2=CC=C1)O